methyl 5-phenyl-4-(trifluoromethyl)isothiazole-3-carboxylate C1(=CC=CC=C1)C1=C(C(=NS1)C(=O)OC)C(F)(F)F